OC(CN1C(CC(C1)COC1=CC=C(C=C1)S(=O)(=O)C)C)C=1C=C(C=C(C1)C#N)C#N 5-(1-hydroxy-2-{4-[(4-methanesulfonylphenoxy)methyl]-2-methylpyrrolidin-1-yl}ethyl)benzene-1,3-dicarbonitrile